ethyl-benzene C(C)C1=CC=CC=C1